1-(4'-fluoro-[1,1'-biphenyl]-2-yl)naphthalene FC1=CC=C(C=C1)C1=C(C=CC=C1)C1=CC=CC2=CC=CC=C12